CS(=O)(=O)N[C@@H]1[C@@H](N(CCC1)C(=O)OC)COC1CN(CC1)C1=NC=CC=N1 methyl cis-3-((methylsulfonyl)amino)-2-(((1-(pyrimidin-2-yl)pyrrolidin-3-yl)oxy)methyl)piperidine-1-carboxylate